siloxanedi-amine [SiH2](ON)N